C(C)(=O)O.N12CCCN=C2CCC1 1,5-diazabicyclo[4.3.0]-5-nonene acetate